C(C1=CC=CC=C1)N[C@@H](C(=O)OC)C methyl (2R)-2-(benzylamino)propanoate